OC(C(C(=O)N)NC([C@H](C)NC(CN1CCOCC1)=O)=O)C1=CC=C(C=C1)OC 3-hydroxy-3-(4-methoxyphenyl)-2-[(2S)-2-[2-(morpholin-4-yl)acetamido]propanamido]propanamide